6''-(benzyloxy)-2''-bromodispiro[[1,3]dioxolane-2,1'-cyclohexane-4',1''-indene] C(C1=CC=CC=C1)OC1=CC=C2C=C(C3(C2=C1)CCC1(CC3)OCCO1)Br